ClCC1=NNC(=C1)C 3-(chloromethyl)-5-methyl-1H-pyrazole